1-(2-(methyl-(4-(5-(trifluoromethyl)-1,2,4-oxadiazol-3-yl)benzyl)amino)-3,4-dioxabut-1-en-1-yl)azetidine-3-carbonitrile CN(C(=CN1CC(C1)C#N)OO)CC1=CC=C(C=C1)C1=NOC(=N1)C(F)(F)F